C(C)(C)(C)OC(=O)[C@H](CCC(OC(C)(C)C)=O)NC(N[C@@H](CCCCNC(CCCCCCC(N[C@H](CCC(=O)O)C(=O)OC(C)(C)C)=O)=O)C(=O)O)=O (7S,11S,26R)-7,26-Bis(tert-butoxycarbonyl)-11-carboxy-2,2-dimethyl-4,9,17,24-tetraoxo-3-oxa-8,10,16,25-tetraazanonacosan-29-oic acid